BrC1=CC(=C(C=C1F)CC(=O)OCC)O ethyl 2-(4-bromo-5-fluoro-2-hydroxy-phenyl)acetate